C1(CCCCC1)NC(=NC1CCCCC1)N1CCOCC1 N,N'-dicyclohexylmorpholine-4-carboxamidine